CC1=C(C=CC=C1)C1NC(C2=CC=CC(=C12)NC(=O)N1CCC2=CC=CC=C12)=O N-[3-(2-methylphenyl)-1-oxo-2,3-dihydro-1H-isoindol-4-yl]-2,3-dihydro-1H-indole-1-carboxamide